CC1=C(C(=CC=C1)C)NC(=O)C(Cl)Cl 2,2-dichloro-N-(2,6-dimethylphenyl)acetamide